(S)-4-ethyl-9-(4-fluorobenzyl)-2-methyl-1-oxa-4,9-diazaspiro[5.5]undecan-3-one C(C)N1C([C@@H](OC2(C1)CCN(CC2)CC2=CC=C(C=C2)F)C)=O